O=S1(C[C@H](CCC1)N1C(=NC2=C3CC[C@@H](NC3=CC=C21)C)CCN2N=CC=C2)=O (7S)-3-[(3S)-1,1-Dioxo-1λ6-thian-3-yl]-7-methyl-2-[2-(1H-pyrazol-1-yl)ethyl]-3H,6H,7H,8H,9H-imidazo[4,5-f]chinolin